7-bromo-12,12-dimethyl-10-phenyl-10,12-dihydroindeno[2,1-b]carbazole BrC1=C2C=CC(C=C2C2=C1C=C1N=C3C=CC=CC3=C1C2(C)C)C2=CC=CC=C2